(3aR,5s,6aS)-N-[6-(3-methoxyphenyl)pyridazin-3-yl]-2-(tetrahydropyran-4-ylmethyl)-3,3a,4,5,6,6a-hexahydro-1H-cyclopenta[c]pyrrol-5-amine COC=1C=C(C=CC1)C1=CC=C(N=N1)NC1C[C@@H]2[C@@H](CN(C2)CC2CCOCC2)C1